benzyl (cyano(2-fluorophenyl)methyl)glycinate C(#N)C(C1=C(C=CC=C1)F)NCC(=O)OCC1=CC=CC=C1